4,4-difluorobut-2-en-1-one FC(C=CC=O)F